CC1CC2(CN(C2)C(=O)OCCCC)CCC1=O butyl 6-methyl-7-oxo-2-azaspiro[3.5]nonane-2-carboxylate